2-Methyl-1-(1-imidazolylcarbonyl)isourea COC(NC(=O)N1C=NC=C1)=N